N-(6-chloro-1-(3-(3-hydroxyphenyl)prop-2-yn-1-yl)-3-methyl-2,4-dioxo-1,2,3,4-tetrahydropyrimidin-5-yl)-2-(2-fluorophenyl)acetamide ClC1=C(C(N(C(N1CC#CC1=CC(=CC=C1)O)=O)C)=O)NC(CC1=C(C=CC=C1)F)=O